(S)-2-(2,6-dichlorobenzoylamino)-3-(5-(2,5-dimethyl-2H-1,2,3-triazol-4-yl)quinolin-8-yl)propionic acid ClC1=C(C(=O)N[C@H](C(=O)O)CC=2C=CC(=C3C=CC=NC23)C2=NN(N=C2C)C)C(=CC=C1)Cl